ClC=1C(=CC(=C(C(=O)NS(=O)(=O)N2CC(CC2)OC2CCN(CC2)C(=O)OCC2=CC=CC=C2)C1)F)OCC1CCCC1 Benzyl 4-((1-(N-(5-chloro-4-(cyclopentylmethoxy)-2-fluorobenzoyl)-sulfamoyl)pyrrolidin-3-yl)oxy)piperidine-1-carboxylate